CC1=CC(=NC=C1OC1=CC(=C2C(=N1)N(C=N2)C)NC2=CC=C(C=C2)S(=O)(=O)N2CCOCC2)C#N 4-methyl-5-[3-methyl-7-(4-morpholinosulfonylanilino)imidazo[4,5-b]pyridin-5-yl]oxy-pyridine-2-carbonitrile